N1C(=NC=C1)C(C)NC(=O)C1=CC2=CC=CC(=C2C=C1)OC1=CC=C(C=C1)C(F)(F)F N-(1-(1H-imidazol-2-yl)ethyl)-5-(4-(trifluoromethyl)phenoxy)-2-naphthamide